ClC1=C(C=C(C(=C1)Cl)OC(C(C(F)(F)F)F)(F)F)NC(=O)N[C@@H](C)C=1N(N=CN1)C1=NC=CC=N1 1-[2,4-dichloro-5-(1,1,2,3,3,3-hexafluoropropoxy)phenyl]-3-[(1S)-1-(2-pyrimidin-2-yl-1,2,4-triazol-3-yl)ethyl]urea